5-cyclopentyl-2-cyclopropyl-4-methoxy-N-(oxazol-5-ylmethyl)benzamide C1(CCCC1)C=1C(=CC(=C(C(=O)NCC2=CN=CO2)C1)C1CC1)OC